3-(methyl-(4-(5-(trifluoromethyl)-1,2,4-oxadiazol-3-yl)benzyl)amino)-4-(methyl-(pyridin-3-ylmethyl)amino)cyclobut-3-ene-1,2-dione CN(C=1C(C(C1N(CC=1C=NC=CC1)C)=O)=O)CC1=CC=C(C=C1)C1=NOC(=N1)C(F)(F)F